(1S,3S)-3-((2-cyclopropyl-6-(5-((((2,2-difluoropropyl)(methyl)carbamoyl)oxy)methyl)-1-methyl-1H-1,2,3-triazol-4-yl)pyridin-3-yl)oxy)cyclohexanecarboxylic acid C1(CC1)C1=NC(=CC=C1O[C@@H]1C[C@H](CCC1)C(=O)O)C=1N=NN(C1COC(N(C)CC(C)(F)F)=O)C